tin Gallium zinc oxide [O-2].[Zn+2].[Ga+3].[Sn+4]